C1(=CC=CC2=CC=CC=C12)C(=O)OCC1=CC=CC=C1 benzyl naphthalate